C/C/1=C/CCC(=C)C2CC(C2CC1)(C)C cis-caryophyllene